5-(4-chlorophenyl)-1-(2,4-dichlorophenyl)-N-(2-(((1r,3R,5S,7r)-3,5-dimethyl-adamantan-1-yl)amino)ethyl)-4-methyl-1H-pyrrole-3-carboxamide ClC1=CC=C(C=C1)C1=C(C(=CN1C1=C(C=C(C=C1)Cl)Cl)C(=O)NCCNC12C[C@]3(C[C@](CC(C1)C3)(C2)C)C)C